N1CC(C1)NC(=O)N1CCN(CC1)C1=NC=C(C=N1)C=1C=CC=2N(C1)C(=C(N2)CC)N(C)C=2SC(=C(N2)C2=CC=C(C=C2)F)C#N N-(azetidin-3-yl)-4-(5-(3-((5-cyano-4-(4-fluorophenyl)thiazol-2-yl)(methyl)amino)-2-ethylimidazo[1,2-a]pyridin-6-yl)pyrimidin-2-yl)piperazine-1-carboxamide